CC=1N=C(SC1C)C(O)C=1C=NC(=C(C1)C=1C2=C(N=CN1)C=C(N=C2)N2CCOCC2)F (4,5-Dimethyl-thiazol-2-yl)-[6-fluoro-5-(7-morpholin-4-yl-pyrido[4,3-d]-pyrimidin-4-yl)-pyridin-3-yl]-methanol